4-fluoro-6-(4-fluoro-3-methoxyphenyl)-2-(piperidin-4-yl)-1,3-benzothiazole FC1=CC(=CC2=C1N=C(S2)C2CCNCC2)C2=CC(=C(C=C2)F)OC